Tert-butyl methyl(piperidin-3-yl)carbamate CN(C(OC(C)(C)C)=O)C1CNCCC1